4-hydroxy-7-phenyl-3-(2,2,2-trifluoroethan-1-on-1-yl)-2H-chromen OC1=C(COC2=CC(=CC=C12)C1=CC=CC=C1)C(C(F)(F)F)=O